C1CCC2=C(C=3CCCC3C=C12)NC(=O)N=[S@@](=O)(N)C1=NN(C(=C1)C(C)(C)O)C1=CC=CC=C1 (S)-N'-((1,2,3,5,6,7-hexahydro-s-indacen-4-yl)carbamoyl)-5-(2-hydroxy-propan-2-yl)-1-phenyl-1H-pyrazole-3-sulfonimidamide